(R)-2-amino-5-(2-chloro-4-(2-(3-ethylphenyl)-2-hydroxyacetamido)phenyl)-N-isopropylnicotinamide NC1=C(C(=O)NC(C)C)C=C(C=N1)C1=C(C=C(C=C1)NC([C@H](O)C1=CC(=CC=C1)CC)=O)Cl